(6-methoxy-5-propyl-[1,1'-biphenyl]-3-yl)hydrazine COC1=C(C=C(C=C1C1=CC=CC=C1)NN)CCC